1-(6-(2-hydroxypropan-2-yl)pyridin-2-yl)-1H-pyrazolo[3,4-d]pyrimidin-3(2H)-one OC(C)(C)C1=CC=CC(=N1)N1NC(C=2C1=NC=NC2)=O